CYCLOPROPYL-ETHYLEN C1(CC1)C=C